2-[3-(1H-1,2,3,4-tetrazol-5-yl)phenyl]acetaldehyde N1N=NN=C1C=1C=C(C=CC1)CC=O